O=C1NC(CCC1N1C2=C(C3=C(C=CC=C13)CCCOCCOCC=O)C=CC=N2)=O 2-(2-[3-[9-(2,6-dioxopiperidin-3-yl)pyrido[2,3-b]indol-5-yl]propoxy]ethoxy)acetaldehyde